C1(=CC=C(C=C1)N(C1=CC=2C(C3=CC=CC=C3C2C=C1)(C)C)C1=CC=C(C=C1)C1=CC(=CC=2C(C3=CC(=CC=C3C12)C(C)(C)C)(C)C)C)C1=CC=CC=C1 N-{[1,1'-biphenyl]-4-yl}-N-[4-(7-tert-butyl-2,9,9-trimethyl-9H-fluoren-4-yl)phenyl]-9,9-dimethyl-9H-fluorene-2-amine